C(C1=CC=CC=C1)OC(NC1=CC=C(C=C1)OCCOCCOCCOCCOCCOCCOCCOCCNC(=O)OC(C)(C)C)=O.C1(=CC=CC2=CC=CC=C12)S(=O)(=O)NN 2-naphthalenesulfonyl-hydrazine benzyl-N-[4-({23-[(tert-butoxycarbonyl)amino]-3,6,9,12,15,18,21-heptaoxatricosan-1-yl}oxy)phenyl]carbamate